[O-][Mo](=O)(=O)[O-] molybdate